(R)-N-(3-hydroxyl-2,2,4,4-tetramethylcyclobutyl)-2-(5-(3-Methylureido)-2',4'-dioxo-2,3-dihydrospiro[indene-1,5'-oxazole]-3'-yl)acetamide OC1C(C(C1(C)C)NC(CN1C(O[C@]2(C1=O)CCC1=CC(=CC=C12)NC(=O)NC)=O)=O)(C)C